N-((1-aminocyclobutyl)methyl)-4-(6-(5-fluoropyridin-3-yl)pyrazin-2-yl)benzamide, ditrifluoroacetic acid salt FC(C(=O)O)(F)F.FC(C(=O)O)(F)F.NC1(CCC1)CNC(C1=CC=C(C=C1)C1=NC(=CN=C1)C=1C=NC=C(C1)F)=O